5-chloro-2-(((2-tosylhydrazino)methyl)phenyl)-1,4-diazepan-1-carboxylic acid tert-butyl ester C(C)(C)(C)OC(=O)N1C(CNC(CC1)Cl)C1=C(C=CC=C1)CNNS(=O)(=O)C1=CC=C(C)C=C1